ethyl (S,Z)-7-(hydroxymethylene)-6-oxo-4,6,7,8-tetrahydro-1H-spiro[naphthalene-2,2'-[1,3]dioxolane]-8a(3H)-carboxylate O\C=C\1/C(C=C2CCC3(OCCO3)C[C@]2(C1)C(=O)OCC)=O